C1(=CC=CC=C1)CC1=C(C=2CC3=CC=CC=C3C2C=C1)N(C=1C2(C3=CC4=CC=CC=C4C3=CC1)C=CC=C1C3=CC=CC=C3C=C12)C1=C(C=CC=C1)C1=CC=CC=2OC3=C(C21)C=CC=C3 (phenylmethylfluorenyl)(dibenzofuranylphenyl)(spirobifluorenyl)amine